tert-butyl (2R,5R)-4-(2-chloro-9-methyl-9H-purin-6-yl)-5-(methoxymethyl)-2-methylpiperazine-1-carboxylate ClC1=NC(=C2N=CN(C2=N1)C)N1C[C@H](N(C[C@@H]1COC)C(=O)OC(C)(C)C)C